N-[3-[2-(4-fluoroanilino)-1-methyl-2-oxo-ethyl]-1-bicyclo[1.1.1]pentanyl]-5-methyl-pyridin-1-ium-3-carboxamide FC1=CC=C(NC(C(C)C23CC(C2)(C3)NC(=O)C=3C=[NH+]C=C(C3)C)=O)C=C1